N-(3,5-dimethoxyphenyl)-4-methylbenzamide CC1=CC=C(C=C1)C(=O)NC2=CC(=CC(=C2)OC)OC